(R)-1-(3-(2-hydroxypropan-2-yl)phenyl)-3-(isoquinolin-4-yl)-2-oxoimidazolidine-4-carbonitrile OC(C)(C)C=1C=C(C=CC1)N1C(N([C@H](C1)C#N)C1=CN=CC2=CC=CC=C12)=O